N-(3-acetyl-1-(2-((2-((3-chloro-2-fluorobenzyl)amino)-2-oxoethyl)(cyclopropyl)amino)-2-oxoethyl)-1H-indazol-5-yl)cyclohexanecarboxamide C(C)(=O)C1=NN(C2=CC=C(C=C12)NC(=O)C1CCCCC1)CC(=O)N(C1CC1)CC(=O)NCC1=C(C(=CC=C1)Cl)F